iodosuccinic acid IC(C(=O)O)CC(=O)O